(2R,3S,4S,5R)-N-(2-((R)-1-Amino-2-hydroxyethyl)pyridin-4-yl)-3-(3,4-difluoro-2-methoxyphenyl)-4,5-dimethyl-5-(trifluoromethyl)tetrahydrofuran-2-carboxamide N[C@@H](CO)C1=NC=CC(=C1)NC(=O)[C@@H]1O[C@]([C@H]([C@H]1C1=C(C(=C(C=C1)F)F)OC)C)(C(F)(F)F)C